2-(4-(pyridin-3-yloxy)piperidin-1-yl)benzo[d]thiazole-6-carboxylic acid N1=CC(=CC=C1)OC1CCN(CC1)C=1SC2=C(N1)C=CC(=C2)C(=O)O